5-((4-chloro-5-((2'-chloro-2-methyl-3'-((1-methylpiperidin-3-yl)methoxy)-[1,1'-biphenyl]-3-yl)methoxy)-2-formylphenoxy)methyl)nicotinonitrile ClC1=CC(=C(OCC=2C=NC=C(C#N)C2)C=C1OCC=1C(=C(C=CC1)C1=C(C(=CC=C1)OCC1CN(CCC1)C)Cl)C)C=O